C(#N)C=1C=CC2=C(N(C(=N2)NC(C(C(C2=CC=CC=C2)O)(C)C)=O)C2CCC2)C1 N-(6-cyano-1-cyclobutyl-1H-benzo[d]imidazol-2-yl)-3-hydroxy-2,2-dimethyl-3-phenylpropanamide